tert-butyl (R)-1-((R)-oxiran-2-yl)-2-phenylethylcarbamate O1[C@@H](C1)[C@@H](CC1=CC=CC=C1)NC(OC(C)(C)C)=O